1,2-dimethylazepane CN1C(CCCCC1)C